(cycloocta-4-en-1-oxy)trimethylsilane C1(CCC=CCCC1)O[Si](C)(C)C